(4,4'-dimethoxytrityl)-N6-benzoyl-2'-O-methoxyethyl-adenosine COC1=CC=C(C(C2=CC=C(C=C2)OC)(C2=CC=CC=C2)[C@@]2([C@H](OCCOC)[C@H](O)[C@@H](CO)O2)N2C=NC=3C(NC(C4=CC=CC=C4)=O)=NC=NC23)C=C1